CC1=C(C=CC=C1)CCCCC(C)=O methyl-benzenehexanone